C1=CC(=C(C=C1O)O)CN dioxybenzylamine